COC1=CC=C(C=C1)B1OCC(=NN1)C1=CC=CC=C1 2-(4-methoxyphenyl)-5-phenyl-3,6-dihydro-2H-1,3,4,2-oxadiazaborinine